C(C)(=O)N1\C(\C(C2=CC=CC=C12)=O)=C/C1=NC2=CC=C(C=C2C=C1)C#N (Z)-2-((1-acetyl-3-oxoindolin-2-ylidene)methyl)quinoline-6-carbonitrile